FC1=C(OC2=NC(=C(C3=CC=CC=C23)O)C(=O)NCC(=O)O)C=CC=C1 {[1-(2-Fluoro-phenoxy)-4-hydroxy-isoquinoline-3-carbonyl]-amino}-acetic acid